O.O.O.S(=O)(=O)(O)O monosulfate trihydrate